C(C1=CC=CC=C1)C1=CC=C(C=C1)NC(=S)NC1=CC=C(C=C1)CC1=CC=CC=C1 1,3-bis(4-benzyl-phenyl)thiourea